(S)-N-(2-((tert-butyldimethylsilyl)oxy)-1-(3-chloro-5-fluorophenyl)ethyl)-4-(2-chloropyrimidin-4-yl)oxazole-2-carboxamide [Si](C)(C)(C(C)(C)C)OC[C@H](C1=CC(=CC(=C1)F)Cl)NC(=O)C=1OC=C(N1)C1=NC(=NC=C1)Cl